C(=CC)C[Si](C)(C)CCCCCCCCCCCCCCCC propenyl-hexadecyl-trimethylsilane